ClC(C(=O)N1CCCCCC1)Cl 1-dichloroacetyl-azepane